(2R,5S)-2,5-dimethyl-4-[5-(trifluoromethyl)pyrimidin-2-yl]piperazine-1-carboxylic acid 2-benzyl-2-azaspiro[3.3]hept-6-yl ester C(C1=CC=CC=C1)N1CC2(C1)CC(C2)OC(=O)N2[C@@H](CN([C@H](C2)C)C2=NC=C(C=N2)C(F)(F)F)C